C[Si](OC1=C(C=CC=C1)C)(C)C trimethyl-(methylphenoxy)silane